CC1=CC=C(O1)CC=1OC(=CC1)C bis(5-methylfuran-2-yl)methane